8-[3-(1-methylpyrazol-4-yl)-1H-pyrrolo[2,3-b]pyridin-4-yl]-1,8-diazaspiro[5.5]undecane CN1N=CC(=C1)C1=CNC2=NC=CC(=C21)N2CC1(CCCCN1)CCC2